NC1=CC=C(C=N1)C=1N=NN(C1)CC1=CC=C(S1)C(=O)NNC(C(F)F)=O 5-[[4-(6-Aminopyridin-3-yl)triazol-1-yl]methyl]-N'-(2,2-difluoroacetyl)thiophene-2-carbohydrazide